N-(5-((6-((R)-3-(3-chloro-5-fluorophenyl)isoxazolidine-2-yl)pyrimidine-4-yl)amino)-2-(4-(4-cyclopropylpiperazine-1-yl)piperidine-1-yl)-4-methoxyphenyl)acrylamide ClC=1C=C(C=C(C1)F)[C@@H]1N(OCC1)C1=CC(=NC=N1)NC=1C(=CC(=C(C1)NC(C=C)=O)N1CCC(CC1)N1CCN(CC1)C1CC1)OC